C1(CCCC1)C=1C=NN(C1)C=1C=CC(=C(O\C(\C(=O)OC)=C/OC)C1)C methyl (Z)-2-[5-(4-cyclopentylpyrazol-1-yl)-2-methyl-phenoxy]-3-methoxy-prop-2-enoate